BrC1=CC=C2C(=NN(C2=C1F)C)C=1C(=NC(=CC1)OCC1=CC=CC=C1)OCC1=CC=CC=C1 6-Bromo-3-(2,6-dibenzyloxy-3-pyridyl)-7-fluoro-1-methyl-indazole